CN1N=C(C=2N=CN(C(C21)=O)CC(=O)NC(C)(C)C2CCOCC2)NC2=CC=C(C=C2)C(F)(F)F 2-(1-methyl-7-oxo-3-((4-(trifluoromethyl)phenyl)amino)-1,7-dihydro-6H-pyrazolo[4,3-d]pyrimidin-6-yl)-N-(2-(tetrahydro-2H-pyran-4-yl)propan-2-yl)acetamide